5-[4-[(4-Benzyloxyphenyl)-methyl-carbamoyl]-1,5-dimethyl-pyrrol-2-yl]-6-[(3S)-3-(morpholinomethyl)-3,4-dihydro-1H-isoquinoline-2-carbonyl]isoindoline-2-carboxylic acid tert-butyl ester C(C)(C)(C)OC(=O)N1CC2=CC(=C(C=C2C1)C=1N(C(=C(C1)C(N(C)C1=CC=C(C=C1)OCC1=CC=CC=C1)=O)C)C)C(=O)N1CC2=CC=CC=C2C[C@H]1CN1CCOCC1